FC1=C(C(=CC(=C1)C(=O)N1CC(C1)(C)O)C)N1N=C2C(=CC1=O)NN=C2C2=CC=C(C=C2)N2CCN(CC2)C 5-(2-fluoro-4-(3-hydroxyl-3-methylazetidine-1-carbonyl)-6-methylphenyl)-3-(4-(4-methylpiperazin-1-yl)phenyl)-1H-pyrazolo[4,3-c]pyridazin-6(5H)-one